17α-hydroxy-3-oxopregna-4,9(11)-diene-7α,21-dicarboxylic acid methyl ester COC(=O)[C@H]1[C@H]2[C@@H]3CC[C@](CCC(=O)O)([C@]3(CC=C2[C@]2(CCC(C=C2C1)=O)C)C)O